9-Benzyl-8-bromo-6-(1-methylcyclobutoxy)-9H-purineamide C(C1=CC=CC=C1)N1C2=NC(=NC(=C2N=C1Br)OC1(CCC1)C)C(=O)N